2-(4-(3-bromophenyl)piperazin-1-yl)-N,N-bis(pyridin-2-ylmethyl)ethan-1-amine BrC=1C=C(C=CC1)N1CCN(CC1)CCN(CC1=NC=CC=C1)CC1=NC=CC=C1